(R)-3-Benzyl-6-fluoro-9-(methylsulfonyl)-4-oxo-2,3,4,9-tetrahydro-1H-carbazole-3-carbonitrile C(C1=CC=CC=C1)[C@]1(CCC=2N(C3=CC=C(C=C3C2C1=O)F)S(=O)(=O)C)C#N